4-(4-carbamimidoylpiperazin-1-yl)-N-(4-(4-carbamimidoylpiperazin-1-yl)-3-methylphenyl)benzamide C(N)(=N)N1CCN(CC1)C1=CC=C(C(=O)NC2=CC(=C(C=C2)N2CCN(CC2)C(N)=N)C)C=C1